F[C@H]1[C@@H]2CC[C@H](C[C@H]1N(C1=CC=C(N=N1)C=1C(=CC=3N(C(C=CN3)=O)C1)O)C)N2 7-(6-(((1S,2S,3R,5R)-2-fluoro-8-azabicyclo[3.2.1]octan-3-yl)(methyl)amino)pyridazin-3-yl)-8-hydroxy-4H-pyrido[1,2-a]pyrimidin-4-one